Methyl 5-fluoro-4-iodo-2,2-dimethyl-2,3-dihydro-indole-1-carboxylate FC=1C(=C2CC(N(C2=CC1)C(=O)OC)(C)C)I